O1CCCCC1 Tetrahydro-Pyrane